CC(C(=O)ON1C=CC2=C1N=CN=C2Cl)CCC (4-chloro-7H-pyrrolo[2,3-D]pyrimidin-7-yl) methylpentanoate